S1C2=C(C=C1)C(=CC=C2)C=2C(=NC(=CC2)N)N (benzo[b]thiophen-4-yl)pyridine-2,6-diamine